C(C)N1C=NC(=C1C=1C=CC=2N(N1)C(=CN2)C#N)C2=CC=C(C=C2)F 6-(1-ethyl-4-(4-fluorophenyl)-1H-imidazol-5-yl)imidazo[1,2-b]pyridazine-3-carbonitrile